BrC=1N=C(N2C1C(N(CC2)C(=O)C(C2=CC=C(C=C2)F)=O)C)C(F)(F)F (1-bromo-8-methyl-3-(trifluoromethyl)-5,6-dihydroimidazo[1,5-a]pyrazin-7(8H)-yl)(4-fluorobenzoyl)methanone